anthraquinonedisulfonic acid sodium salt [Na+].C=1(C(=CC=C2C(C3=CC=CC=C3C(C12)=O)=O)S(=O)(=O)[O-])S(=O)(=O)[O-].[Na+]